3-((5-chloro-2-((2-(difluoromethoxy)-5-fluoro-4-(4-methylpiperazin-1-yl)phenyl)amino)pyrimidin-4-yl)amino)thiophene-2-carboxamide ClC=1C(=NC(=NC1)NC1=C(C=C(C(=C1)F)N1CCN(CC1)C)OC(F)F)NC1=C(SC=C1)C(=O)N